O=C1NC(CCC1N1C(C2=CC=CC(=C2C1)SCCCCCN1CCN(CC1)C1CCN(CC1)C=1C(=CC2=C(C(C=3NC4=CC(=CC=C4C3C2=O)C#N)(C)C)C1)CC)=O)=O 8-(4-(4-(5-((2-(2,6-dioxopiperidin-3-yl)-1-oxoisoindolin-4-yl)thio)pentyl)piperazin-1-yl)piperidin-1-yl)-9-ethyl-6,6-dimethyl-11-oxo-6,11-dihydro-5H-benzo[b]carbazole-3-carbonitrile